mono-fluoromaleic acid F/C(/C(=O)O)=C/C(=O)O